4-[4-(4-acetyl-3-fluorophenyl)phenyl]-1-hydroxy-N,N-dimethylnaphthalene-2-carboxamide C(C)(=O)C1=C(C=C(C=C1)C1=CC=C(C=C1)C1=CC(=C(C2=CC=CC=C12)O)C(=O)N(C)C)F